N1=C(C=NC2=CC=CC=C12)C=1C=NN(C1)C1CC(C1)/C=C/C#N (E)-3-(3-(4-(quinoxalin-2-yl)-1H-pyrazol-1-yl)cyclobutyl)acrylonitrile